N-(4-((1-Isopropyl-1H-[1,2,3]triazolo[4,5-h]quinazolin-8-yl)amino)phenyl)-N-(2-morpholinoethyl)methanesulfonamide hydrochloride Cl.C(C)(C)N1N=NC=2C=CC=3C=NC(=NC3C21)NC2=CC=C(C=C2)N(S(=O)(=O)C)CCN2CCOCC2